4-(benzoxazolin-2-one-5-yl)-N2-[3-methyl-2-((1S,4S)-5-methyl-2,5-diazabicyclo[2.2.1]hept-2-yl)pyridin-5-yl]-5-methylpyrimidine-2,4-diamine O1C(NC2=C1C=CC(=C2)C2(NC(=NC=C2C)NC=2C=C(C(=NC2)N2[C@@H]1CN([C@H](C2)C1)C)C)N)=O